OC[C@@H]1[C@H]([C@@H]([C@H](C(O1)O)O)O)O[C@H]1O[C@@H]([C@H]([C@@H]([C@H]1O)O)O)CO (3R,4R,5S,6R)-6-(hydroxymethyl)-5-{[(2R,3R,4S,5S,6R)-3,4,5-trihydroxy-6-(hydroxymethyl)oxan-2-yl]oxy}oxane-2,3,4-triol